C(=O)(OC(C)(C)C)N[C@H](C1=CC=CC=C1)CCOC1=CC2=CC=CC=C2C=C1 Boc-(S)-alpha-[2-(2-naphthoxy)ethyl]benzylamine